C1(CC1)C1=NC=NC(=C1B(O)O)O 4-cyclopropyl-6-hydroxypyrimidin-5-ylboronic acid